2,3-dimethylhexadecyl-indole CC(CC=1NC2=CC=CC=C2C1)C(CCCCCCCCCCCCC)C